(S)-3-chloro-4-((2,4-difluorophenyl)methoxy-d2)-2'-(3-(isopropylsulfonyl)-1H-pyrazol-1-yl)-5',6-dimethyl-2H-[1,4'-bipyridin]-2-one ClC=1C(N(C(=CC1OC([2H])([2H])C1=C(C=C(C=C1)F)F)C)C1=CC(=NC=C1C)N1N=C(C=C1)S(=O)(=O)C(C)C)=O